(5EZ)-2-(6-cyanopyridin-3-yl)-5-(((4-fluorophenyl)amino)(methylthio)methylene)-4,6-dioxo-N-propyl-tetrahydropyridazine-1(2H)-carboxamide C(#N)C1=CC=C(C=N1)N1N(C(C(C(C1)=O)=C(SC)NC1=CC=C(C=C1)F)=O)C(=O)NCCC